C1(CCC(N1N1C(C=CC=C1)SSC(CCC(=O)O)C)=O)=O N-succinimidyl-4-(2-pyridyldithio)valeric acid